2-(2-(tert-butoxy)ethoxy)-8-((4-ethynyl-2-fluorophenyl)amino)-7-methyl-3,4-dihydro-2,7-naphthyridine-1,6(2h,7h)-dione C(C)(C)(C)OCCON1C(C2=C(N(C(C=C2CC1)=O)C)NC1=C(C=C(C=C1)C#C)F)=O